N-(3-(6-amino-5-(2-(methylamino)ethoxy)pyrimidin-4-yl)-5-fluoro-2-methylphenyl)-4-fluoro-2,2-dimethyl-2,3-dihydrobenzofuran-5-carboxamide NC1=C(C(=NC=N1)C=1C(=C(C=C(C1)F)NC(=O)C=1C=CC2=C(CC(O2)(C)C)C1F)C)OCCNC